C(#N)[C@H]1NC([C@@H]1CC1=CC(=NC=C1)N(C(OC(C)(C)C)=O)CC1=CC=C(C=C1)OC)=O tert-butyl (4-{[(2S,3R)-2-cyano-4-oxoazetidin-3-yl]methyl}pyridin-2-yl)(4-methoxybenzyl)carbamate